(R)-(3-(1-(4-(pyrimidin-5-yl)phenyl)ethyl)-1,2,3-oxadiazol-3-ium-5-yl)((5-(trifluoromethyl)pyridin-3-yl)carbamoyl)amide N1=CN=CC(=C1)C1=CC=C(C=C1)[C@@H](C)[N+]1=NOC(=C1)[N-]C(NC=1C=NC=C(C1)C(F)(F)F)=O